S1C2=C(C=C1C1=CN=CC3=C1SCCN3S(=O)(=O)[O-])C=CC=C2 (8-(benzo[b]thiophen-2-yl)-2,3-dihydro-4H-pyrido[4,3-b][1,4]thiazin-4-yl)sulfonate